O[C@](C#CC1=CC=C(C(=O)OC)C=C1)(CC)COC Methyl (S)-4-(3-hydroxy-3-(methoxy-methyl)pent-1-yn-1-yl)benzoate